C1(=CC=CC=C1)C1=NN=C(S1)CNC(=O)C1=CC2=C(S1)CCC2 N-[(5-phenyl-1,3,4-thiadiazol-2-yl)methyl]-5,6-dihydro-4H-cyclopenta[b]thiophene-2-carboxamide